5-chloro-N-((1r,4r)-4-((6-fluoro-3-(6-(methylamino)pyridin-3-yl)-2-oxo-2,3-dihydro-1H-benzo[d]imidazol-1-yl)methyl)cyclohexyl)-2-(trifluoromethyl)nicotinamide ClC=1C=NC(=C(C(=O)NC2CCC(CC2)CN2C(N(C3=C2C=C(C=C3)F)C=3C=NC(=CC3)NC)=O)C1)C(F)(F)F